FC1=CC=C(C=C1)[C@H]1[C@@H](C1)NCC[C@@H](C(N1CC(NCC1)=O)=O)NC(=O)C1=CC=C(C=C1)C1=CC=CC=C1 N-((S)-4-((1R,2S)-2-(4-fluorophenyl)cyclopropylamino)-1-oxo-1-(3-oxopiperazin-1-yl)butan-2-yl)biphenyl-4-carboxamide